FC1=C(C(=CC(=C1)C(F)(F)F)C)C1=C2C(=C(N=N1)N[C@H]1CN(CCC1)C)C=NC=C2 1-[2-fluoro-6-methyl-4-(trifluoromethyl)phenyl]-N-[(3R)-1-methylpiperidin-3-yl]pyrido[3,4-d]pyridazin-4-amine